1-[2-methoxy-4-(methylsulfamoyl)benzenesulfonyl]urea COC1=C(C=CC(=C1)S(NC)(=O)=O)S(=O)(=O)NC(=O)N